FC=1C=CC(=C(C1)C(C(=O)NC1=NC=CC=C1)N1C=NC2=CC=C(C=C2C1=O)C1=CC=C(C=C1)C1CCN(CC1)C)OCOC 2-[5-fluoro-2-(methoxymethoxy)phenyl]-2-[6-[4-(1-methyl-4-piperidyl)phenyl]-4-oxo-quinazolin-3-yl]-N-(2-pyridyl)acetamide